6-fluoro-7-nitrobenzo[d]isothiazol-3(2H)one-1,1-dioxide FC1=C(C2=C(C(NS2(=O)=O)=O)C=C1)[N+](=O)[O-]